FC(C=1C(=C(C=CC1)[C@@H](C)NC=1C2=C(N=C(N1)C)N=C(C(=C2)C2=CCN(CC2)C(CF)=O)OC)F)F (R)-1-(4-(4-((1-(3-(difluoromethyl)-2-fluorophenyl)ethyl)amino)-7-methoxy-2-methylpyrido[2,3-d]pyrimidin-6-yl)-5,6-dihydropyridin-1(2H)-yl)-2-fluoroethan-1-one